(2R)-2-(3-{5-chloro-2-[(oxacyclohex-4-yl)amino]pyrimidin-4-yl}-5-oxo-5H,6H,7H-pyrrolo[3,4-b]pyridin-6-yl)-N-[(1S)-1-(2-fluoro-3-methylphenyl)-2-hydroxyethyl]propionamide ClC=1C(=NC(=NC1)NC1CCOCC1)C=1C=C2C(=NC1)CN(C2=O)[C@@H](C(=O)N[C@H](CO)C2=C(C(=CC=C2)C)F)C